FC1=CC=C(OCC2=NC=C(C=N2)C2=NN=NN2)C=C1 ((4-fluorophenoxy)methyl)-5-(1H-tetrazol-5-yl)pyrimidine